(R)-2-(5-Isopropyl-2-methyl-8-oxothiazolo[5',4':4,5]pyrrolo[1,2-d][1,2,4]triazin-7(8H)-yl)-N-(piperidin-3-yl)acetamide C(C)(C)C1=NN(C(C=2N1C1=C(C2)SC(=N1)C)=O)CC(=O)N[C@H]1CNCCC1